O=C1OCC(O1)COC(=O)C1=NC=C(C=C1)C(=O)OCC1OC(OC1)=O Bis((2-oxo-1,3-dioxolan-4-yl)methyl)pyridin-2,5-dicarboxylat